OC(C(=O)O)CC(CO)(O)O 2,4,4,5-tetrahydroxyvaleric acid